C(C)(=O)C=1C=C(C=C2C(N(C=3N(C12)C=NC3C=3CCN(CC3)C(C)=O)C([2H])([2H])[2H])=O)C 9-acetyl-3-(1-acetyl-1,2,3,6-tetrahydropyridin-4-yl)-7-methyl-4-(methyl-d3)imidazo[1,5-a]quinazolin-5(4H)-one